phospho phosphonooxymethyl ether P(=O)(O)(O)OCOP(=O)=O